C(#N)\C(\C)=C(\C)/O (Z)-2-cyano-3-hydroxy-2-butene